6-chloro-2-methylpyridin-3-sulfonyl chloride ClC1=CC=C(C(=N1)C)S(=O)(=O)Cl